1,6-diaminocyclohexane NC1CCCCC1N